Methyl 5-chloro-4-(5-(4-(2-oxopyrrolidin-1-yl) phenyl) pyridin-3-yl)-1H-pyrrolo[2,3-b]pyridine-2-carboxylate ClC=1C(=C2C(=NC1)NC(=C2)C(=O)OC)C=2C=NC=C(C2)C2=CC=C(C=C2)N2C(CCC2)=O